7-chloro-3-(5-(3-(trifluoromethoxy)phenyl)thiophen-2-yl)-3,4-dihydroacridine-1,9(2H,10H)-dione ClC1=CC=C2NC=3CC(CC(C3C(C2=C1)=O)=O)C=1SC(=CC1)C1=CC(=CC=C1)OC(F)(F)F